5-Bromobicyclo[4.2.0]octan-1(6),2,4-trien-3-ol BrC1=CC(=CC=2CCC12)O